C(CC)N1C(NC(C1=O)=O)=S 3-propyl-2-thioxoimidazolidin-4,5-dione